7-BROMO-4-CHLORO-6-FLUOROCINNOLINE BrC1=C(C=C2C(=CN=NC2=C1)Cl)F